(R)-5-(3,4-dimethylphenyl)-N-(1,1-dioxido-2,3-dihydrothiophen-3-yl)-1H-imidazole-2-carboxamide CC=1C=C(C=CC1C)C1=CN=C(N1)C(=O)N[C@H]1CS(C=C1)(=O)=O